dansyl-(dimethylethanolamine) S(=O)(=O)(C1=CC=CC=2C(N(C)C)=CC=CC12)C(O)CN(C)C